2-(2-isopropyl-3-pyridinyl)-7-methyl-9-[[4-[1-methyl-4-(trifluoromethyl)imidazol-2-yl]phenyl]methyl]purin-8-imine C(C)(C)C1=NC=CC=C1C1=NC=C2N(C(N(C2=N1)CC1=CC=C(C=C1)C=1N(C=C(N1)C(F)(F)F)C)=N)C